1-((5-(5-(difluoromethyl)-1,3,4-oxadiazole-2-yl)pyridine-2-yl)methyl)-6-fluoro-5-(1H-indole-4-yl)-3-(1-(oxetan-3-yl)azetidine-3-yl)-1,3-dihydro-2H-benzo[d]imidazole-2-one FC(C1=NN=C(O1)C=1C=CC(=NC1)CN1C(N(C2=C1C=C(C(=C2)C2=C1C=CNC1=CC=C2)F)C2CN(C2)C2COC2)=O)F